diethylene distearate C(CCCCCCCCCCCCCCCCC)(=O)O.C(CCCCCCCCCCCCCCCCC)(=O)O.C=C.C=C